4-(azidomethyl)-3-chlorobenzeneimidamide N(=[N+]=[N-])CC1=C(C=C(C=C1)C(N)=N)Cl